FC=1C=C2C=NN(C2=CC1O)C1=CC=C(C=C1)C1=CC=C(C=C1)C(=O)O 4'-(5-Fluoro-6-hydroxy-1H-indazol-1-yl)-[1,1'-biphenyl]-4-carboxylic acid